N(C(=N)N)[C@H](C(=O)O)CC (S)-2-guanidino-butyric acid